methyl 3-methoxybenzoate (methyl m-anisate) CC1=C(C(=O)O)C=CC=C1OC.COC=1C=C(C(=O)OC)C=CC1